OC(C)C1=CC(=CN2C1=NC(=C(C2=O)C#N)N2CCCCC2)C 9-(1-hydroxyethyl)-7-methyl-4-oxo-2-(piperidin-1-yl)-4H-pyrido[1,2-a]pyrimidine-3-carbonitrile